C(C)(C)(C)C1=C(C=CC=C1)B(O)O (2-(tert-butyl)phenyl)boronic acid